N1(CCCC=2C1=NN1C2CN(CCC1)C(=O)OC(C)(C)C)C(=O)OC(C)(C)C di-tert-butyl 3,4,5,7,8,9-hexahydro-1H-pyrido[2',3':3,4]pyrazolo[1,5-a][1,4]diazepine-1,6(2H)-dicarboxylate